ClC(Br)(Cl)Cl Trichlorobromomethan